ClCC1=NOC=N1 (chloromethyl)-1,2,4-oxadiazole